BrC1=CC=CC(=N1)NC(=O)[C@H]1N(C[C@@H](C1)F)C(CN1N=C(C2=CC(=CC=C12)C=1C=NC=NC1)C(=O)N)=O 1-(2-((2S,R)-2-(6-bromopyridin-2-ylcarbamoyl)-4-fluoropyrrolidin-1-yl)-2-oxoethyl)-5-(pyrimidin-5-yl)-1H-indazole-3-carboxamide